4-(4-bromophenyl)-1-methyl-piperidine BrC1=CC=C(C=C1)C1CCN(CC1)C